C(CCCCCCCCCCCCCCCCCCCCC)OC=1C=C(C=C(C1OCCCCCCCCCCCCCCCCCCCCCC)OCCCCCCCCCCCCCCCCCCCCCC)CO [3,4,5-tri(Docosoxy)phenyl]methanol